N1=CC=C(C=C1)C=1N=NN(C1)CC1=CC=CC=N1 6-((4-(pyridin-4-yl)-1H-1,2,3-triazol-1-yl)methyl)pyridin